4-(3-Chlorophenoxy)-1-methoxy-2-nitrobenzene ClC=1C=C(OC2=CC(=C(C=C2)OC)[N+](=O)[O-])C=CC1